CC1=CN=CN1CCC(=O)O 3-(5-methyl-1H-imidazol-1-yl)propionic acid